C(C1=CC=CC=C1)O[C@H]1[C@H]([C@@H](CCC1)OC(C)C)O[Si](C)(C)C(C)(C)C |r| rac-(((1R,2R,6R)-2-(benzyloxy)-6-isopropoxycyclohexyl)oxy)(tert-butyl)dimethylsilane